CC1=CC=C(C=C1)NC(=O)C1=NN(C(C=C1C)=O)C1=CC(=C(C=C1)OC1=CC=NC2=CC(=C(C=C12)OC)OCCCN1CCC(CC1)C)F N-(4-methylphenyl)-1-(3-fluoro-4-{6-methoxy-7-[3-(4-methyl-1-piperidinyl)propoxy]quinolin-4-yloxy}phenyl)-4-methyl-6-oxo-1,6-dihydropyridazine-3-carboxamide